(S)-3'-chloro-N-(4-(2-fluoroacetamido)-1-(5-phenyloxazol-2-yl)butyl)-[1,1'-biphenyl]-3-carboxamide ClC=1C=C(C=CC1)C1=CC(=CC=C1)C(=O)N[C@@H](CCCNC(CF)=O)C=1OC(=CN1)C1=CC=CC=C1